3-hydroxy-2-benzyl-isoindolinone OC1N(C(C2=CC=CC=C12)=O)CC1=CC=CC=C1